C(C1=CC=CC=C1)OCC=1N(C=C(N1)C=1C=C(C(=NC1)N)C(F)(F)F)C12CC(C1)(C2)N2CCC(CC2)(F)F 5-(2-((benzyloxy)methyl)-1-(3-(4,4-difluoropiperidin-1-yl)bicyclo[1.1.1]Pentane-1-yl)-1H-imidazol-4-yl)-3-(trifluoromethyl)pyridin-2-amine